C(=O)N[C@@H](CCSC)C(=O)N[C@@H](CC(C)C)C(=O)N[C@@H](CC1=CC=CC=C1)C(=O)O N-formyl-L-methionyl-L-leucinoyl-L-phenylalanine